C(C(C)C)C(CCCC(C(=O)[O-])CC)(CC(C)C)CC(C)C.[Sn+4].C(C(C)C)C(CCCC(C(=O)[O-])CC)(CC(C)C)CC(C)C.C(C(C)C)C(CCCC(C(=O)[O-])CC)(CC(C)C)CC(C)C.C(C(C)C)C(CCCC(C(=O)[O-])CC)(CC(C)C)CC(C)C tin triisobutyl-2-ethylhexanoate